(4-((6,7-dimethoxyquinolin-4-yl)amino)phenoxy)benzonitrile COC=1C=C2C(=CC=NC2=CC1OC)NC1=CC=C(OC2=C(C#N)C=CC=C2)C=C1